(cis)-tert-butyl 4-(4-benzyl-6,6-difluorohexahydropyrrolo[3,2-b]pyrrol-1(2H)-yl)-2,2-dimethylbutanoate C(C1=CC=CC=C1)N1CC([C@@H]2N(CC[C@@H]21)CCC(C(=O)OC(C)(C)C)(C)C)(F)F